[N+](=O)([O-])C=1C=C(C=CC1N1CC2(C1)CN(C2)C2COC2)S(=O)(=O)NC(C2=CC=CC=C2)=O N-((3-nitro-4-(6-(oxetan-3-yl)-2,6-diazaspiro[3.3]heptan-2-yl)phenyl)sulfonyl)benzamide